BrC1=CC(=C(OC2=C(C=NN2C)C)C=C1)F 5-(4-bromo-2-fluorophenoxy)-1,4-dimethylpyrazole